C(C)SCC.C(C)N1C=NC=C1 1-ethylimidazole ethylsulfide salt